CC=1C=CN(CN1)NCCN1CCNCC1 6-methyl-3-(2-(piperazin-1-yl)ethylamino)pyrimidin